C(C)OC1C(=C(CCC1)C)C(=C)C ethoxy-(1-methylvinyl)-1-methylcyclohexene